C/C(=C/1\\CC[C@@H]2[C@@]1(CC[C@H]3[C@H]2CCC4=CC(=O)CC[C@]34C)C)/C(=O)SCCNC(=O)CCNC(=O)[C@@H](C(C)(C)COP(=O)([O-])OP(=O)([O-])OC[C@@H]5[C@H]([C@H]([C@@H](O5)N6C=NC7=C(N=CN=C76)N)O)OP(=O)([O-])[O-])O The molecule is an acyl-CoA(4-) obtained by deprotonation of the phosphate and diphosphate OH groups of 20-methyl-3-oxopregna-4,17-dien-21-oyl-CoA; major species at pH 7.3. It is a conjugate base of a 20-methyl-3-oxopregna-4,17-dien-21-oyl-CoA.